(RS)-1-(1H-indol-4-yloxy)-3-(isopropylamino)propan-2-ol N1C=CC2=C(C=CC=C12)OC[C@@H](CNC(C)C)O |r|